IC1=C(C=CC=C1)CS(=O)(=O)N 1-(2-iodophenyl)methanesulfonamide